ClC1=C(C(=O)NS(=O)(=O)C2=C(C=C(C=C2)N2CCN(CC2)CC2=C(CC(CC2)(C)C)C2=CC=C(C=C2)Cl)OC=2C=C3C(=NC2)NC=C3)C=C(C(=C1C)OCC)[N+](=O)[O-] 2-chloro-N-[4-[4-[[2-(4-chlorophenyl)-4,4-dimethylcyclohexen-1-yl]methyl]piperazin-1-yl]-2-(1H-pyrrolo[2,3-b]pyridin-5-yloxy)phenyl]sulfonyl-4-ethoxy-3-methyl-5-nitrobenzamide